ClC=1C=C2C=C(NC2=CC1)CNC(N(C)[C@H]1CN(CCC1)C(=O)C1=NN(C=C1)C(F)F)=O (R)-3-((5-chloro-1H-indol-2-yl)methyl)-1-(1-(1-(difluoromethyl)-1H-pyrazole-3-carbonyl)piperidin-3-yl)-1-methylurea